4-(2-aminothiazole-5-yl)piperazine-1-carboxylic acid tert-butyl ester C(C)(C)(C)OC(=O)N1CCN(CC1)C1=CN=C(S1)N